(3S,4S)-1-(3-(((S)-4-acetyl-3-(tetradecylcarbamoyl)piperazin-1-yl)sulfonyl)benzoyl)-N3,N4-bis((1S,2R)-2-phenylcyclopropyl)pyrrolidine-3,4-dicarboxamide C(C)(=O)N1[C@@H](CN(CC1)S(=O)(=O)C=1C=C(C(=O)N2C[C@H]([C@@H](C2)C(=O)N[C@@H]2[C@H](C2)C2=CC=CC=C2)C(=O)N[C@@H]2[C@H](C2)C2=CC=CC=C2)C=CC1)C(NCCCCCCCCCCCCCC)=O